N(N)C=1SC(=CN1)C(=O)OC methyl 2-hydrazinothiazole-5-carboxylate